NC=1C(=C(C=CC1)C=1N=C(C(=NC1)N\C(\C(=O)OC(C)(C)C)=C/C=1OC=CC1)C1=CN=NC(=C1)Cl)F tert-butyl (Z)-2-((5-(3-amino-2-fluorophenyl)-3-(6-chloropyridazin-4-yl)pyrazin-2-yl)amino)-3-(furan-2-yl)acrylate